ClC(C(=O)[O-])(O)C(O)C(=O)[O-].[Al+3].ClC(C(=O)[O-])(O)C(O)C(=O)[O-].ClC(C(=O)[O-])(O)C(O)C(=O)[O-].[Al+3] aluminium chlorotartrate